C1(CCC1)N(C1=C(C(=NC=N1)NCC1=CC=C(C=C1)CC(=O)N)F)CC1=CC=C(C=C1)C(F)(F)F 2-[4-[[[6-[cyclobutyl-[[4-(trifluoromethyl)phenyl]methyl]amino]-5-fluoro-pyrimidin-4-yl]amino]methyl]phenyl]acetamide